(4aR,6aS,6bR,8aS,11R,12S,12aS,12bR,14bS)-8a-fluoro-4,4,6a,6b,11,12,14b-heptamethyl-3,13-dioxo-3,4,4a,5,6,6a,6b,7,8,8a,9,10,11,12,12a,12b,13,14b-octadecahydropicene-2-carbonitrile F[C@]12CC[C@]3([C@@]4(CC[C@H]5C(C(C(=C[C@@]5(C4=CC([C@@H]3[C@@H]2[C@H]([C@@H](CC1)C)C)=O)C)C#N)=O)(C)C)C)C